4-((5-(4-(4-Amino-3-(4-phenoxyphenyl)-1H-pyrazolo[3,4-d]pyrimidin-1-yl)piperidine-1-yl)-5-oxopentyl)thio)-2-(2,6-dioxopiperidin-3-yl)-5-fluoroisoindoline-1,3-dione NC1=C2C(=NC=N1)N(N=C2C2=CC=C(C=C2)OC2=CC=CC=C2)C2CCN(CC2)C(CCCCSC2=C1C(N(C(C1=CC=C2F)=O)C2C(NC(CC2)=O)=O)=O)=O